OCCNC1=C(C(=CC(=C1)[N+](=O)[O-])[N+](=O)[O-])O 2-(2-Hydroxy-ethyl)amino-4,6-dinitrophenol